monochlorosulfonylbenzenedicarboxylic acid ClS(=O)(=O)C1=C(C(=CC=C1)C(=O)O)C(=O)O